COC1=CC=C(C=N1)NC(=O)[C@@H]1[C@H]2[C@@H]3C[C@@H]3[C@@H]([C@@H]1C1=NC(=CC=C1)C(F)(F)F)O2 (1S,2S,4R,5R,6S,7S)-N-(6-methoxypyridin-3-yl)-7-(6-(trifluoromethyl)pyridin-2-yl)-8-oxatricyclo[3.2.1.02,4]octane-6-carboxamide